4-(2-((2-(2,6-Dioxopiperidin-3-yl)-1,3-Dioxoisoindolin-5-yl)amino)ethoxy)butanoic acid tert-butyl ester C(C)(C)(C)OC(CCCOCCNC=1C=C2C(N(C(C2=CC1)=O)C1C(NC(CC1)=O)=O)=O)=O